2-(3-chlorophenyl)-2-isothiocyanatopropyl 2,2-dimethylpropionate CC(C(=O)OCC(C)(N=C=S)C1=CC(=CC=C1)Cl)(C)C